1-(aminomethyl)-N-methyl-cyclobutanamine dihydrochloride salt Cl.Cl.NCC1(CCC1)NC